C1(CC1)NC(=O)C=1C=NN(C1)CC1=CC=C(C=C1)C1=NOC(=N1)C(F)(F)F N-Cyclopropyl-1-[[4-[5-(trifluoromethyl)-1,2,4-oxadiazol-3-yl]phenyl]methyl]pyrazol-4-carboxamid